dimethylamino-2-chloroethane hydrochloride Cl.CN(C)CCCl